4-(2-{[(2r,7as)-2-fluoro-hexahydro-1H-pyrrolizin-7a-yl]methoxy}-4-{6,6-dimethyl-3-azabicyclo[3.1.0]hex-3-yl}-8-fluoroquinazolin-7-yl)-5-ethynyl-6-fluoronaphthalene-2-ol F[C@@H]1C[C@@]2(CCCN2C1)COC1=NC2=C(C(=CC=C2C(=N1)N1CC2C(C2C1)(C)C)C1=CC(=CC2=CC=C(C(=C12)C#C)F)O)F